C1(CC1)C=1C(NC2=CC(=CN=C2C1)CN1CCN(CC1)C=1N=CC=2N(C1)C=C(N2)C(F)(F)F)=O 3-cyclopropyl-7-((4-(2-(trifluoromethyl)imidazo[1,2-a]pyrazin-6-yl)piperazin-1-yl)methyl)-1,5-Naphthyridine-2(1H)-one